N1(CCCC=C1)C(=O)O 3,4-dihydro-2H-pyridine-1-carboxylic acid